C1(CCN2CCCC12)C#N hexahydro-1H-pyrrolizine-1-carbonitrile